(piperidinylmethyl)naphthalen-2-ol N1(CCCCC1)CC1=C(C=CC2=CC=CC=C12)O